phenyl(3,5-xylyl)phosphinic acid C1(=CC=CC=C1)P(O)(=O)C1=CC(=CC(=C1)C)C